7-(2-carbamoylpyrrolidin-1-yl)-N,N,2-trimethylpyrido[2,3-d]pyrimidine-6-carboxamide C(N)(=O)C1N(CCC1)C=1C(=CC2=C(N=C(N=C2)C)N1)C(=O)N(C)C